C(C)OC(CN(CC=1SC=CC1)C([C@@H](C1=CC=CC=C1)NC(=O)OC(C)(C)C)=O)=O (R)-N-(2-((tert-butoxycarbonyl)amino)-2-phenylacetyl)-N-(thien-2-ylmethyl)glycine ethyl ester